NC(C(C)NC(C1=C(C(=CC(=C1)Cl)NS(=O)(=O)C1=C(C(=CC(=C1)Br)CC)O)O)=O)=O N-(1-Amino-1-oxopropan-2-yl)-3-((5-bromo-3-ethyl-2-hydroxyphenyl)sulfonamido)-5-chloro-2-hydroxybenzamide